Gamma-butyrolactone-D6 [2H]C1(C(=O)OC(C1([2H])[2H])([2H])[2H])[2H]